FC(C(=O)O)(F)F.F[C@@H]1C[C@H](NC1)C(=O)N[C@H](C#C)CC(=O)N (2S,4R)-4-Fluoro-N-[(1S)-1-(2-amino-2-oxo-ethyl)prop-2-ynyl]pyrrolidine-2-carboxamide 2,2,2-trifluoroacetate salt